(6R)-tetrahydrofolate sodium [Na+].C(CC[C@@H](C(=O)O)NC(=O)C1=CC=C(NC[C@@H]2CNC=3N=C(N)NC(=O)C3N2)C=C1)(=O)[O-]